tert-butyl (R)-(2-(1-((7-bromo-4-methylphthalazin-1-yl)amino)ethyl)-6-(trifluoromethyl)pyridin-4-yl)(tert-butoxycarbonyl)carbamate BrC1=CC=C2C(=NN=C(C2=C1)N[C@H](C)C1=NC(=CC(=C1)N(C(OC(C)(C)C)=O)C(=O)OC(C)(C)C)C(F)(F)F)C